Cl.NCC1=CC=C(S1)C(CSC=1C2=C(N=C(N1)C)N=CC(=C2)OC)=O 1-(5-(aminomethyl)thiophen-2-yl)-2-((6-methoxy-2-methylpyrido[2,3-d]pyrimidin-4-yl)thio)ethan-1-one hydrochloride